C(C)OC(\N=C\1/SC=CN1C1=CC=CC=C1)=O (Z)-(3-phenylthiazol-2(3H)-ylidene)carbamic acid ethyl ester